C1(CC1)COC=1C=CC(=NC1)NC([C@H](C)N1C[C@@H](CCC1)C1=NNC(C=C1)=O)=O (S)-N-(5-(cyclopropylmethoxy)pyridin-2-yl)-2-((R)-3-(6-oxo-1,6-dihydropyridazin-3-yl)piperidin-1-yl)propionamide